COC1=CC=C(C=C1)CN(C)C 1-(4-methoxyphenyl)-N,N-dimethyl-methylamine